C(CO)(=O)N1CCCCC1 Glycolylpiperidine